(R)-N-(5-cyclopropylpyridin-2-yl)-1-((3-methoxypyridin-2-yl)methyl)piperidine-2-carboxamide C1(CC1)C=1C=CC(=NC1)NC(=O)[C@@H]1N(CCCC1)CC1=NC=CC=C1OC